5-chloro-2'-deoxycytidine ClC=1C(=NC(N([C@H]2C[C@H](O)[C@@H](CO)O2)C1)=O)N